BrC=1C=C(C=CC1N1C=NC=C1)N(CCCCCC=O)C1=C(C=CC(=C1)C=1C(=NOC1C)C)C 6-((3-bromo-4-(1H-imidazol-1-yl)phenyl)(5-(3,5-dimethylisoxazol-4-yl)-2-methylphenyl)amino)hexanal